1-benzothiazol-7-yl-7-(trifluoromethyl)-pyrido[2,3-d]pyrimidine-2,4(1H,3H)-dione S1C=NC2=C1C(=CC=C2)N2C(NC(C1=C2N=C(C=C1)C(F)(F)F)=O)=O